2-(6-Methoxy-3-nitropyridin-2-yl)ethan-1-amine, dihydrochloride Cl.Cl.COC1=CC=C(C(=N1)CCN)[N+](=O)[O-]